2-(4-(Ethylsulfonyl)phenyl)-N-(4-(3-(4-(trifluoromethyl)benzyl)pyrrolidin-1-yl)phenyl)acetamide C(C)S(=O)(=O)C1=CC=C(C=C1)CC(=O)NC1=CC=C(C=C1)N1CC(CC1)CC1=CC=C(C=C1)C(F)(F)F